5,7-dimethylfuro[2,3-c]pyridine CC=1C=C2C(=C(N1)C)OC=C2